ClC=1C=C(C=CC1)C=1C=CC=2N(N1)C=C(N2)CC(=O)OCC ethyl 2-(6-(3-chlorophenyl)imidazo[1,2-b]pyridazin-2-yl)acetate